2-(3-bromo-2-fluorophenyl)-2,2-difluoro-N-methylacetamide BrC=1C(=C(C=CC1)C(C(=O)NC)(F)F)F